N1(CC1)C=1C(C=2C=NC=NC2C(C1N1CC1)=O)=O 6,7-bis(1-aziridinyl)-5,8-quinazolindione